1-(4-chloro-3-methoxyphenyl)piperidine-4-carboxylic acid ClC1=C(C=C(C=C1)N1CCC(CC1)C(=O)O)OC